C(CCC)C=1N=C2N(C=C(C=C2)OC\C(\CNC(OCCCC)=O)=C\F)C1 butyl (E)-(2-(((2-butylimidazo[1,2-a]pyridin-6-yl)oxy)methyl)-3-fluoroallyl)carbamate